C12(CC(C1)C2)N2N=NC(=C2)[C@H](C2=C1C=CC(N(C1=CC=C2)C)=O)NC=2C=C1C(=C(C=NC1=C(C2)Cl)C#N)NCC(C)(C)C (S)-6-(((1-(bicyclo[1.1.1]pentan-1-yl)-1H-1,2,3-triazol-4-yl)(1-methyl-2-oxo-1,2-dihydroquinolin-5-yl)methyl)amino)-8-chloro-4-(neopentylamino)quinoline-3-carbonitrile